Cl.CN1[C@H](CCC1)C(=O)[O-].[Al](Cl)(Cl)Cl.[Ca+2].CN1[C@H](CCC1)C(=O)[O-] calcium-aluminum chloride methyl-D-prolinate hydrochloride